3-amino-3-[5-(oxazolidin-4-yloxy)pyridin-2-yl]Prop-2-enenitrile NC(=CC#N)C1=NC=C(C=C1)OC1NCOC1